5-((6-Isopropoxyimidazo[1,2-b]pyridazin-3-yl)ethynyl)-N-(4-((4-methylpiperazin-1-yl)methyl)-3-(trifluoromethyl)phenyl)nicotinamide C(C)(C)OC=1C=CC=2N(N1)C(=CN2)C#CC=2C=NC=C(C(=O)NC1=CC(=C(C=C1)CN1CCN(CC1)C)C(F)(F)F)C2